ethyl 2-(1-((4-fluorophenyl)carbamoyl)cyclopropane-1-carboxamido)-4-(trifluoromethyl)thiazole-5-carboxylate FC1=CC=C(C=C1)NC(=O)C1(CC1)C(=O)NC=1SC(=C(N1)C(F)(F)F)C(=O)OCC